N1(CCOCC1)CC1(CC1)C=O 1-(morpholin-4-ylmethyl)cyclopropane-1-carbaldehyde